C(C)(C)N1N=NC2=C1C=CC(=C2)C=2OC1=C(N2)C(=CC=C1)C 2-(1-isopropyl-1H-benzo[d][1,2,3]triazol-5-yl)-4-methyl-benzo[d]oxazole